[(1R)-5-chloroindan-1-yl]-4-(cyclopropylsulfonylamino)benzamide ClC=1C=C2CC[C@H](C2=CC1)C1=C(C(=O)N)C=CC(=C1)NS(=O)(=O)C1CC1